2-amino-N-(3,4-dihydro-2H-pyrano[2,3-c]pyridin-6-ylmethyl)-3-methyl-N-((1S)-1-(2-pyrimidinyl)ethyl)-6-quinolinecarboxamide NC1=NC2=CC=C(C=C2C=C1C)C(=O)N([C@@H](C)C1=NC=CC=N1)CC=1C=C2C(=CN1)OCCC2